C(=O)(O)[C@H](CC(=O)N1CC2=CC(=C(C(=C2C1)F)OCCCOC1=C(C=C2CN(C(C2=C1)C)C(C[C@@H](C(=O)O)C)=O)OC)OC)C (2S)-4-(6-(3-((2-((S)-3-carboxybutanoyl)-4-fluoro-6-methoxyisoindolin-5-yl)oxy)propoxy)-5-methoxy-1-methylisoindolin-2-yl)-2-methyl-4-oxobutanoic acid